(2-amino-4-methylsulfonyl-phenyl)-[4-(2-tetrahydropyran-4-yl-3H-imidazo[4,5-b]pyridin-7-yl)-1-piperidyl]methanone NC1=C(C=CC(=C1)S(=O)(=O)C)C(=O)N1CCC(CC1)C1=C2C(=NC=C1)NC(=N2)C2CCOCC2